(3R,5R)-5-fluoro-1-methylpiperidin-3-amine hydrochloride Cl.F[C@@H]1C[C@H](CN(C1)C)N